C1(=CC=CC=C1)C=1C=CC2=CC=C3C=CC(=NC3=C2N1)C1=CC(=CC=C1)C1=NC2=C3N=C(C=CC3=CC=C2C=C1)C1=CC=CC=C1 1,3-Bis(9-phenyl-1,10-phenanthroline-2-yl)benzene